C(C)N1C2=C(C=C1C(=O)NC1=C(C(=CC=C1)COC)COC1=CC=C(C=C1)OC[C@H]1CNCC1)SC=C2 4-Ethyl-N-[3-(methoxymethyl)-2-[[4-[[(3R)-pyrrolidin-3-yl]methoxy]phenoxy]methyl]phenyl]thieno[3,2-b]pyrrole-5-carboxamide